NC(CN1C=NC=C1)C N-(2-aminopropyl)-imidazole